Methyl 5-(8-bromoisoquinolin-3-yl)-3-methoxypicolinate BrC=1C=CC=C2C=C(N=CC12)C=1C=C(C(=NC1)C(=O)OC)OC